FC1(CN(C1)S(=O)(=O)C=1C=C(C=CC1)C=1N=NN(C1)C1=C(C=C(C=C1)NS(=O)(=O)C)N1CCC2(CC2)CC1)F N-(4-(4-(3-((3,3-difluoroazetidin-1-yl)sulfonyl)phenyl)-1H-1,2,3-triazol-1-yl)-3-(6-azaspiro[2.5]octan-6-yl)phenyl)methanesulfonamide